O1C=CC=C2C(C=CC=C12)=O CHROMEN-5-ON